C(CO)C(=O)O β-lactic acid